(R)-(2-((5-chloro-2-(pyrrolidin-3-ylamino)pyrimidin-4-yl)amino)phenyl)dimethylphosphine hydrochloride Cl.ClC=1C(=NC(=NC1)N[C@H]1CNCC1)NC1=C(C=CC=C1)P(C)C